FC1=C2C(NC(N(C2=CC=C1)CC1=CC(=C(C=C1)F)C(=O)N1CCN(CC1)C1=CC=CC=C1)=O)=O 5-Fluoro-1-(4-fluoro-3-(4-phenylpiperazine-1-carbonyl)benzyl)quinazoline-2,4(1H,3H)-dione